2-(4-methylphenyl)-9,10-bis-(2-naphthyl)anthracene CC1=CC=C(C=C1)C1=CC2=C(C3=CC=CC=C3C(=C2C=C1)C1=CC2=CC=CC=C2C=C1)C1=CC2=CC=CC=C2C=C1